ClC1=CC=C(C(C(=O)NC2=CC=CC=C2)=C1)O 5-chlorosalicylanilide